FC1=C(CC2(CC2)C(=O)N[C@@H]2[C@H](CNCC2)F)C=CC=C1 1-(2-Fluorobenzyl)-N-((3S,4S)-3-Fluoropiperidin-4-yl)cyclopropane-1-carboxamide